5-carbamoyl methyluracilbisphosphonate CN1C(=O)NC(=O)C(=C1P([O-])(=O)[O-])P([O-])(=O)OC(N)=O